1-butyl-3-(3,4-dichlorophenyl)-1-methylurea C(CCC)N(C(=O)NC1=CC(=C(C=C1)Cl)Cl)C